1,4-dimethyl-1H-pyrazol-5-amine CN1N=CC(=C1N)C